O=C1NC(CCC1N1C(N(C2=C1C=CC(=C2)C=O)C)=O)=O 1-(2,6-dioxo-3-piperidyl)-3-methyl-2-oxo-benzimidazole-5-carbaldehyde